4,4'-diamino-[1,1'-biphenyl]-2,2'-dicarboxylic acid NC=1C=C(C(=CC1)C=1C(=CC(=CC1)N)C(=O)O)C(=O)O